5-Fluoro-4-(2-(1-hydroxyethyl)-1-methyl-1H-imidazol-4-yl)-N-(o-tolyl)-2-(((S)-1,1,1-trifluoropropan-2-yl)oxy)benzamide FC=1C(=CC(=C(C(=O)NC2=C(C=CC=C2)C)C1)O[C@H](C(F)(F)F)C)C=1N=C(N(C1)C)C(C)O